(5-bromo-2,4-dioxo-3,4-dihydro-2H-pyrimidin-1-yl)-methyl acetate C(C)(=O)OCN1C(NC(C(=C1)Br)=O)=O